cyclopropyl nicotinate C(C1=CN=CC=C1)(=O)OC1CC1